FC(C(=O)O)(F)F.NCC(CC=1N(C(NN1)=O)CC1=C(C=CC=C1)C=1C=NC(=CC1)N(C)C)=C(F)F [2-(aminomethyl)-3,3-difluoro-allyl]-4-[[2-[6-(dimethylamino)-3-pyridinyl]phenyl]methyl]-1,2,4-triazol-3-one trifluoroacetate salt